CC1=CN(C(=O)NC1=O)[C@H]2[C@@H]([C@@H]([C@H](O2)COP(=O)([O-])OP(=O)([O-])[O-])O)O The molecule is the organophosphate oxoanion that is the trianion of TDP arising from deprotonation of the two diphosphate OH groups; major species at pH 7.3. It is a conjugate base of a TDP.